C1=CC=CC=2C3=CC=CC=C3C(C12)COC(=O)NC=1C=C(C(=O)O)C=CC1NC 3-[(9-fluorenylmethoxycarbonyl)amino]-4-(methylamino)benzoic acid